C(OCC)(OC=1C(=NC=CC1OC)C(N[C@@H](C)C1=NOC(=N1)C1=CC(=C(C=C1)F)OC)=O)=O (S)-ethyl (2-((1-(5-(4-fluoro-3-methoxyphenyl)-1,2,4-oxadiazol-3-yl)ethyl)carbamoyl)-4-methoxypyridin-3-yl) carbonate